Terpinyl Formate (2-(4-methyl-1-cyclohex-3-enyl)propan-2-yl-formate) CC1=CCC(CC1)C(C)(C)C(=O)O.C(=O)O.C12(C(CCC(C1(C)C)C2)C)C21C(CCC(C2(C)C)C1)(C)C12C(CCC(C1(C)C)C2)C